N,N-dimethylaminoethyl-boronic acid pinacol ester CN(C)CCB1OC(C)(C)C(C)(C)O1